3-fluoro-4-(piperazin-1-yl)benzenenitrile hydrochloride Cl.FC=1C=C(C=CC1N1CCNCC1)C#N